N-((1r,4r)-4-(3-(5-chloro-4-(5,5-dimethyl-5,6-dihydro-4H-pyrrolo[1,2-b]pyrazole-3-yl)pyridin-2-yl)ureido)cyclohexyl)acetamide ClC=1C(=CC(=NC1)NC(NC1CCC(CC1)NC(C)=O)=O)C1=C2N(N=C1)CC(C2)(C)C